ClC1=CC(=C(C=N1)C=1C=NC(=CC1)C(=O)N1CCOCC1)N1C[C@H](CCC1)O (S)-(6'-chloro-4'-(3-hydroxypiperidin-1-yl)-[3,3'-bipyridin]-6-yl)(morpholino)methanone